C[Si](C1=CC=CC=C1)(C)C1(C=CC=C1)[Pt](C)(C)C (dimethylphenylsilylcyclopentadienyl)trimethyl-platinum (IV)